2,6-diisopropylphenyl 4-oxo-4-((2-thiomorpholinoethyl)amino)butanoate O=C(CCC(=O)OC1=C(C=CC=C1C(C)C)C(C)C)NCCN1CCSCC1